3-hydroxy-2-(4-(trifluoromethyl)phenyl)propanoic acid OCC(C(=O)O)C1=CC=C(C=C1)C(F)(F)F